ClC=1C=C2C(=CC=NC2=CC1C1=C(C=CC=C1C)C)N1C(CN(CC1)CC1=C(C(=C(C(=C1S(=O)(=O)C)F)F)F)F)C 6-chloro-7-(2,6-dimethylphenyl)-4-(2-methyl-4-(2,3,4,5-tetrafluoro-6-(methylsulfonyl)benzyl)piperazin-1-yl)quinoline